C1(CC1)COC1=CC(=C2C(NC(=NC2=C1)CSC1CCN(CC1)CC1CCN(CC1)C1=C(C=C(C=C1)NC1C(NC(CC1)=O)=O)F)=O)F 3-((4-(4-((4-(((7-(cyclopropylmethoxy)-5-fluoro-4-oxo-3,4-dihydroquinazolin-2-yl)methyl)thio)piperidin-1-yl)methyl)piperidin-1-yl)-3-fluorophenyl)amino)piperidine-2,6-dione